N(=[N+]=[N-])CCOCCOCCOCCNC(COC1=C2C(N(C(C2=CC=C1)=O)C1C(NC(CC1)=O)=O)=O)=O N-[2-[2-[2-(2-azidoethoxy)ethoxy]ethoxy]ethyl]-2-[2-(2,6-dioxo-3-piperidyl)-1,3-dioxo-isoindolin-4-yl]oxy-acetamide